C(C)(C)(C)OC(=O)NCC1=CC=C(C=C1)CNC(COCCOCCOCC(=O)O)=O 1-(4-(((tert-butoxycarbonyl)amino)methyl)phenyl)-3-oxo-5,8,11-trioxa-2-azatridecan-13-oic acid